N-[4-(6,7-dimethoxyquinolin-4-yloxy)phenyl]-3-oxo-4-(4-fluorophenyl)-3,4-dihydropyrazine-2-carboxamide COC=1C=C2C(=CC=NC2=CC1OC)OC1=CC=C(C=C1)NC(=O)C1=NC=CN(C1=O)C1=CC=C(C=C1)F